FC(C=1C=C2COC(C2=CC1)=O)(F)F 5-(Trifluoromethyl)isobenzofuran-1(3H)-one